6-(3-iodophenyl)-8-methylpyrido[3,2-d]pyrimidin-4(3H)-one IC=1C=C(C=CC1)C=1C=C(C=2N=CNC(C2N1)=O)C